(2R,3aS,6S,6aR)-6-((2-amino-3-bromoquinolin-7-yl)methyl)-2-(4-cyclopropyl-7H-pyrrolo[2,3-d]pyrimidin-7-yl)hexahydro-3aH-cyclopenta[b]furan-3,3a-diol NC1=NC2=CC(=CC=C2C=C1Br)C[C@@H]1CC[C@]2([C@@H]1O[C@H](C2O)N2C=CC1=C2N=CN=C1C1CC1)O